C(C1=CC=CC=C1)OC(=O)C=1C=C(C=CC1C)C1=C[C@@H]2CC[C@H](C1)N2C(=O)OC(C)(C)C tert-Butyl (1S,5R)-3-(3-benzyloxycarbonyl-4-methyl-phenyl)-8-azabicyclo[3.2.1]oct-2-ene-8-carboxylate